3-cyclobutyl-1,8-dimethyl-5-[[(1R)-1-[3-(trifluoromethyl)phenyl]ethyl]amino]imidazo[4,5-g]phthalazin-2-one C1(CCC1)N1C(N(C2=CC=3C(=NN=C(C3C=C21)N[C@H](C)C2=CC(=CC=C2)C(F)(F)F)C)C)=O